diethyl 1-[2-(4-chloro-3-fluorophenyl)-2-oxoethyl]-4-(trifluoromethyl)-1H-pyrazole-3,5-dicarboxylate ClC1=C(C=C(C=C1)C(CN1N=C(C(=C1C(=O)OCC)C(F)(F)F)C(=O)OCC)=O)F